FC1=C(C=C(C(=C1)O)[N+](=O)[O-])C1=C(C(=CC(=C1F)F)F)F 2,2',3',5',6'-pentafluoro-5-nitro-[1,1'-biphenyl]-4-ol